3-(4-Methylpyridin-3-yl)-5-(trifluoromethyl)benzoic acid CC1=C(C=NC=C1)C=1C=C(C(=O)O)C=C(C1)C(F)(F)F